(R)-1-(5-(6-chloro-7-fluoro-3-(1H-imidazol-1-yl)-5-methoxy-1-methyl-1H-indol-2-yl)-4H-1,2,4-triazol-3-yl)-2,2-difluoroethan-1-ol ClC1=C(C=C2C(=C(N(C2=C1F)C)C=1NC(=NN1)[C@H](C(F)F)O)N1C=NC=C1)OC